(1R,3S)-3-((((1S,2S)-2-((2-(2,6-dioxopiperidin-3-yl)-1-oxoisoindolin-5-yl)oxy)cyclopentyl)(ethyl)amino)methyl)-1-methylcyclobutane-1-carbonitrile O=C1NC(CC[C@@H]1N1C(C2=CC=C(C=C2C1)O[C@@H]1[C@H](CCC1)N(CC)CC1CC(C1)(C#N)C)=O)=O